FC=1C=CC(=C(C1)CC(=O)O)NC(C1=C(C=C(C(=C1)NC(=O)C1=NN(C2=CC=CC=C12)CC(F)(F)F)N1CCCCC1)C)=O 2-(5-fluoro-2-(2-methyl-4-(piperidin-1-yl)-5-(1-(2,2,2-trifluoroethyl)-1H-indazole-3-carboxamido)benzamido)phenyl)acetic acid